methyl (S)-4-(3,5-difluoro-2-((R)-1-fluoroethyl) phenyl)-2-methyl-5-oxo-1,4,5,7-tetrahydrofuro[3,4-b]pyridine-3-carboxylate FC=1C(=C(C=C(C1)F)[C@@H]1C2=C(NC(=C1C(=O)OC)C)COC2=O)[C@@H](C)F